C(C)N1C2=CC=CC=C2SC=2C=C3C(=CC12)OC(C(=C3)C(=O)N3CCNCC3)=O 11-ethyl-3-(piperazine-1-carbonyl)pyrano[2,3-b]phenothiazin-2(11H)-one